(S)-2-(5-((S)-1-(((benzyloxy)carbonyl)amino)-2-(1-(tert-butoxycarbonyl)-1H-indol-3-yl)ethyl)-1H-tetrazol-1-yl)hexanoic acid C(C1=CC=CC=C1)OC(=O)N[C@@H](CC1=CN(C2=CC=CC=C12)C(=O)OC(C)(C)C)C1=NN=NN1[C@H](C(=O)O)CCCC